Methylhexanophenone CC(C(=O)C1=CC=CC=C1)CCCC